(2RS)-2-(6-bromo-1-oxo-isoindolin-2-yl)-2-(3-fluorophenyl)-N-thiazol-2-yl-acetamide BrC1=CC=C2CN(C(C2=C1)=O)[C@@H](C(=O)NC=1SC=CN1)C1=CC(=CC=C1)F |r|